C(#N)C=1C=C(C=C(C1)F)NC[C@@H]1CC[C@H](CC1)C(=O)N1OCC[C@H]1C=1C=C(C#N)C=C(C1)F trans-3-((S)-2-(4-(((3-cyano-5-fluorophenyl)amino)methyl)cyclohexane-1-carbonyl)isoxazolidin-3-yl)-5-fluorobenzonitrile